3-(2-aminobutyl)indole NC(CC1=CNC2=CC=CC=C12)CC